(±)-allyl 2-cyclopentyl-2-[4-[3-[(4,5-dichloro-1-methyl-indole-2-carbonyl)amino]oxetan-3-yl]phenyl]acetate C1(CCCC1)[C@@H](C(=O)OCC=C)C1=CC=C(C=C1)C1(COC1)NC(=O)C=1N(C2=CC=C(C(=C2C1)Cl)Cl)C |r|